3-amino-3-carboxypropane-sulfonamide NC(CCS(=O)(=O)N)C(=O)O